C=1S(C=C2C1C=CC=C2)=O benzo[c]thiophen-2-one